IC(CCC(=O)OCCCCCCCCCCCCCCCCCCCC)C eicosanyl 4-iodovalerate